N(=NC(C(=O)O)=CC(C)C#N)C(C(=O)O)=CC(C)C#N azobis(4-cyanopentenoic acid)